NC1=NN(C(=C1)N)[C@H](C(F)(F)F)C 3,5-diamino-1-[(1S)-2,2,2-trifluoro-1-methyl-ethyl]pyrazole